2-Chloro-N-(2-{4-[(5-cyanopyridin-3-yl)oxy]piperidin-1-yl}-2-[4-(difluoromethyl)-1,3-thiazol-5-yl]ethyl)-6-fluorobenzamid ClC1=C(C(=O)NCC(C2=C(N=CS2)C(F)F)N2CCC(CC2)OC=2C=NC=C(C2)C#N)C(=CC=C1)F